ClC=1C=C2C=C(C=NC2=NC1)NC1=NC(=NC=C1)Cl 6-chloro-N-(2-chloropyrimidin-4-yl)-1,8-naphthyridin-3-amine